BrCCC=O 3-bromo-propionaldehyde